N-([2,3'-bipyridin]-6'-ylmethyl)-2-(6-aminopyridin-3-yl)-9-isopropyl-9H-purin-6-amine N1=C(C=CC=C1)C=1C=NC(=CC1)CNC1=C2N=CN(C2=NC(=N1)C=1C=NC(=CC1)N)C(C)C